N1C=C(C2=CC=CC=C12)C1CCN(CC1)C1=CC2=C(N=C(O2)N2CCOCC2)C=C1 6-(4-(1H-indol-3-yl)piperidin-1-yl)-2-morpholinobenzo[d]oxazole